5-((4-(4-(6-((6-acetyl-8-cyclopentyl-5-methyl-7-oxo-7,8-dihydropyrido[2,3-d]pyrimidin-2-yl)amino)pyridin-3-yl)piperazin-1-yl)piperidin-1-yl)methyl)-7-fluoro-1-oxoisoindoline C(C)(=O)C1=C(C2=C(N=C(N=C2)NC2=CC=C(C=N2)N2CCN(CC2)C2CCN(CC2)CC=2C=C3CNC(C3=C(C2)F)=O)N(C1=O)C1CCCC1)C